FC(OC(CCCOC1=C(C=CC=C1)CCC1=CC(=CC=C1)OC(F)(F)F)N(C(F)(F)F)CF)F (difluoromethoxy)-N-(fluoromethyl)-4-(2-(3-(trifluoromethoxy)phenethyl)phenoxy)-N-(trifluoromethyl)butan-1-amine